OCCC1(CCC1)N1CSC(=C1C)COC=1C=CC2=C(C=C(O2)C)C1 N-(1-(2-hydroxyethyl)cyclobutyl)-2-methyl-5-((4-methylthiazol-5-yl)methoxy)benzofuran